[3-(hydroxymethyl)-7-oxabicyclo[2.2.1]hept-5-en-2-yl]methanol OCC1C(C2C=CC1O2)CO